C1(CC1)C1=CC(=NN1)NC([C@@H](C)C=1C=NN(C1)C=1SC=C(N1)C(F)F)=O (S)-N-(5-cyclopropyl-1H-pyrazol-3-yl)-2-(1-(4-(difluoromethyl)thiazol-2-yl)-1H-pyrazol-4-yl)propanamide